trans-decalin C1CCC[C@@H]2CCCC[C@@H]12